tert-butyl 5-(6-((5-(difluoromethoxy)-1H-pyrazol-3-yl)amino)pyrazin-2-yl)-3,6-dihydropyridine-1(2H)-carboxylate FC(OC1=CC(=NN1)NC1=CN=CC(=N1)C1=CCCN(C1)C(=O)OC(C)(C)C)F